C(C=C)OCC1=C(N)C=CC=C1 2-(allyloxymethyl)aniline